2-(3-(diphenylboranyl)phenyl)-4,4,5,5-tetramethyl-1,3,2-dioxaborolan C1(=CC=CC=C1)B(C=1C=C(C=CC1)B1OC(C(O1)(C)C)(C)C)C1=CC=CC=C1